ClC1=NC=C(N=C1)SC1=C(C(=NC=C1)N1C=NC=C1)Cl 2-chloro-5-((3-chloro-2-(1H-imidazol-1-yl)pyridin-4-yl)thio)pyrazine